1-(7-(8-ethynyl-7-fluoro-3-hydroxynaphthalene-1-yl)-6,8-difluoro-2-(((2R,7aS)-2-fluorotetrahydro-1H-pyrrolizine-7a(5H)-yl)methoxy)quinazolin-4-yl)-3-methylpiperidine-3-carboxylic acid C(#C)C=1C(=CC=C2C=C(C=C(C12)C1=C(C=C2C(=NC(=NC2=C1F)OC[C@]12CCCN2C[C@@H](C1)F)N1CC(CCC1)(C(=O)O)C)F)O)F